7,9,12-octadecatrienoic acid C(CCCCCC=CC=CCC=CCCCCC)(=O)O